2,6-bis(p-tert-butylphenyl)benzaldehyde C(C)(C)(C)C1=CC=C(C=C1)C1=C(C=O)C(=CC=C1)C1=CC=C(C=C1)C(C)(C)C